C(C1=CC=C(C(=O)[O-])C=C1)(=O)[O-].[Ti+4].[Si+4].C(C1=CC=C(C(=O)[O-])C=C1)(=O)[O-].C(C1=CC=C(C(=O)[O-])C=C1)(=O)[O-].C(C1=CC=C(C(=O)[O-])C=C1)(=O)[O-] silicon-titanium terephthalate